(4S,5R)-4-((R)-5H-imidazo[5,1-a]isoindol-5-yl)spiro[2.3]hexan-5-ol C=1N=CN2C1C1=CC=CC=C1[C@H]2[C@@H]2C1(CC1)C[C@H]2O